N-(4-{[6-(5-chloro-2-fluorophenyl)-3-(trifluoromethyl)pyridazin-4-yl]amino}pyridin-2-yl)-3-[4-(2-cyanoethyl)piperazin-1-yl]propenamide ClC=1C=CC(=C(C1)C1=CC(=C(N=N1)C(F)(F)F)NC1=CC(=NC=C1)NC(C=CN1CCN(CC1)CCC#N)=O)F